(S)-2-(2,5-difluoro-4-(6-((2-fluoro-4-(1-methyl-1H-1,2,3-triazol-4-yl)benzyl)oxy)pyridin-2-yl)benzyl)-1-(4,4-dimethyltetrahydrofuran-3-yl)-1H-benzo[d]imidazole-6-carboxylic acid FC1=C(CC2=NC3=C(N2[C@@H]2COCC2(C)C)C=C(C=C3)C(=O)O)C=C(C(=C1)C1=NC(=CC=C1)OCC1=C(C=C(C=C1)C=1N=NN(C1)C)F)F